C(C)N1CCN(CC1)C=1C=CC(=NC1)NC1=NC=C(C(=N1)C1=C(C2=NC=CC(=C2S1)C(C)C)C#N)F (2-((5-(4-ethylpiperazin-1-yl)pyridin-2-yl)amino)-5-fluoropyrimidin-4-yl)-7-isopropylthieno[3,2-b]pyridine-3-carbonitrile